(R)-1-(2,5-dichloro-phenyl)propane-1,3-diol ClC1=C(C=C(C=C1)Cl)[C@@H](CCO)O